N4-(benzo[d]oxazol-2(3H)-on-5-yl)-N2-(6-((1S,4R)-5-methyl-2,5-diazabicyclo[2.2.1]heptan-2-yl)-pyridin-3-yl)-5-methylpyrimidine-2,4-diamine O1C(NC2=C1C=CC(=C2)NC2=NC(=NC=C2C)NC=2C=NC(=CC2)N2[C@@H]1CN([C@@H](C2)C1)C)=O